FC1=CC=C(C=C1)C=1SC=C(N1)[C@@]1(CN2[C@H](CO1)CN(CC2)C(=O)C2=C(C(=CC=C2)OC)Cl)O [(3S,9aS)-3-[2-(4-fluorophenyl)thiazol-4-yl]-3-hydroxy-1,4,6,7,9,9a-hexahydropyrazino[2,1-c][1,4]oxazin-8-yl]-(2-chloro-3-methoxy-phenyl)methanone